C(=O)(OC(C)(C)C)N(CCCl)CCCl N-BOC-bis(2-chloroethyl)-amine